[Si](=O)=O.[Pd] palladium-silicon dioxide